CN([C@@H](CCOCCCCC1=NC=2NCCCC2C=C1)C(=O)O)C(=O)OC(C)(C)C methyl-N-(tert-butoxycarbonyl)-O-(4-(5,6,7,8-tetrahydro-1,8-naphthyridin-2-yl)butyl)homoserine